C(C)(C)(C)OC(=O)N1CC2=C3CCCC3=C(N=C2C1)C 5-methyl-3,6,7,8-tetrahydro-1H-2,4-diaza-as-indacene-2-carboxylic acid tert-butyl ester